C(CC(C)C)C([C@@]([C@@]1(C(=C(C(=O)O1)O)[O-])CCC(C)C)(O)CCC(C)C)(O)CCC(C)C tetra-isoamyl-ascorbate